C(C1=CC=CC=C1)N1CC2(CN(C2)C(=O)[C@@H]2C(C2)(C)C)[C@@H](C1)C(=O)N1C(OC[C@H]1C1=CC=CC=C1)=O (R)-3-((S)-6-benzyl-2-((S)-2,2-dimethylcyclopropane-1-carbonyl)-2,6-diazaspiro[3.4]Octane-8-carbonyl)-4-phenyloxazolidin-2-one